C(C)(=O)N1[C@@H](CN(CC1)C(C=C)=O)C1=CC(=CC(=C1)C=1N=NN(N1)C)Cl (R)-1-(4-acetyl-3-(3-chloro-5-(2-methyl-2H-tetrazol-5-yl)phenyl)piperazin-1-yl)prop-2-en-1-one